FC1=CC=C(C=C1)C(CN1CCC(CC1)CN(C(=O)NCC1=CN=C(O1)C)C)=O 1-((1-(2-(4-fluorophenyl)-2-oxoethyl)piperidin-4-yl)methyl)-1-methyl-3-((2-methyloxazol-5-yl)methyl)urea